6-[bis(t-butoxycarbonyl)amino]-4-fluoro-indan-2-carboxylic acid ethyl ester C(C)OC(=O)C1CC2=CC(=CC(=C2C1)F)N(C(=O)OC(C)(C)C)C(=O)OC(C)(C)C